(2S)-2-amino-4-[3-methoxy-4-(trifluoromethyl)phenyl]-butanoic acid N[C@H](C(=O)O)CCC1=CC(=C(C=C1)C(F)(F)F)OC